tert-butyl 2-(2-((2-(ethoxycarbonyl)-1H-pyrrol-3-ylamino)methyl)phenyl)piperidine-1-carboxylate C(C)OC(=O)C=1NC=CC1NCC1=C(C=CC=C1)C1N(CCCC1)C(=O)OC(C)(C)C